C(C)(C)(C)OC(=O)N1CC=2N([C@H](C1)C)C(=NC2)COC(C)=O (S)-3-(1-Acetoxymethyl)-5-methyl-5,6-dihydroimidazo[1,5-a]pyrazine-7(8H)-carboxylic acid tert-butyl ester